ClC=1C=NN(C1C(NC1=NC=C(C=C1F)C#CC1=CC=CC=C1)=O)CC1CN(CCC1)C(=O)OC(C)(C)C tert-butyl 3-((4-chloro-5-((3-fluoro-5-(phenylethynyl)pyridin-2-yl)carbamoyl)-1H-pyrazol-1-yl)methyl)piperidine-1-carboxylate